((2R,4S)-2-(((S)-1-(((3-chloro-1-methyl-1H-pyrrolo[2,3-b]pyridin-5-yl) methyl) amino)-1-oxopropan-2-yl) carbamoyl)-4-(3-chloro-4-fluorobenzyl) pyrrolidin-1-yl) acetate C(C)(=O)ON1[C@H](C[C@@H](C1)CC1=CC(=C(C=C1)F)Cl)C(N[C@H](C(=O)NCC=1C=C2C(=NC1)N(C=C2Cl)C)C)=O